Cl.FC(C1=CC2=C(C=C1)[C@@H]1NCCC3(CC3)[C@@H]1O2)(F)F (4aS,9bS)-7-(trifluoromethyl)-2,3,4a,9b-tetrahydro-1H-spiro[benzofuro[3,2-b]pyridine-4,1'-cyclopropane] hydrochloride